(4-hydroxy-6-isobutyl-3-isopropyl-5-oxo-4,5-dihydropyrazin-2-yl)propanoic acid ON1C(=C(N=C(C1=O)CC(C)C)C(C(=O)O)C)C(C)C